5-(2-fluoro-2-methylpropyloxy)-1-(hydroxymethyl)-4-oxo-3,4-dihydropyridine FC(COC=1C(CCN(C1)CO)=O)(C)C